(4-trifluoromethyl-phenyl)-carbamic acid 2-[(2-hydroxyethyl)-methylamino]-Ethyl ester OCCN(CCOC(NC1=CC=C(C=C1)C(F)(F)F)=O)C